N=1NC=C2C1N=CN=C2 2H-pyrazolo[3,4-d]pyrimidine